C1=CC=C(C(=C1)C(=O)OCC(CO)O)N glyceryl aminobenzoate